NC[C@H](O)C=1C=NN(C1)C1=C(C=C(C#N)C=C1)OC1=NC(=NC(=C1)C1=CC(=CC=C1)C)C 4-[4-[(1R)-2-amino-1-hydroxyethyl]pyrazol-1-yl]-3-[2-methyl-6-(3-methylphenyl)pyrimidin-4-yl]oxybenzonitrile